CC(C(=O)OC1=NC=CN1)O imidazolyl lactate